ClC=1C=C(C=CC1C1CCN(CC1)CC1=CC(=CC=C1)C1=CC=2C(=C(N=NC2N[C@H](C)C2=C(C(=CC=C2)C(F)F)F)C)C=N1)[C@@]1(C(NC(CC1)=O)=O)C (R)-3-(3-Chloro-4-(1-(3-(1-(((R)-1-(3-(difluoromethyl)-2-fluorophenyl)ethyl)-amino)-4-methylpyrido[3,4-d]pyridazin-7-yl)benzyl)piperidin-4-yl)phenyl)-3-methylpiperidine-2,6-dione